8-(4-tolyl)-6-methyl-3,4-dihydrobenzo[e][1,2,3]oxathiazine 2,2-Di-oxide C1(=CC=C(C=C1)C1=CC(=CC=2CNS(OC21)(=O)=O)C)C